3-(7-((tert-butoxycarbonyl)(4-(pyridin-2-yl)benzyl)amino)-3-cyclopropylpyrazolo[1,5-a]pyrimidin-5-yl)azetidine-1-carboxylic acid tert-butyl ester C(C)(C)(C)OC(=O)N1CC(C1)C1=NC=2N(C(=C1)N(CC1=CC=C(C=C1)C1=NC=CC=C1)C(=O)OC(C)(C)C)N=CC2C2CC2